CN1CCN(CC1)C=1C=CC(=C(N)C1)OC1COC1 5-(4-methylpiperazin-1-yl)-2-(oxetan-3-yloxy)aniline